P(=O)([O-])([O-])[O-].[Y+3].[Li+] lithium yttrium phosphate